CNC(=O)C1=CC2=C(N=CN2)C=C1 N-methyl-benzimidazole-5-carboxamide